C1(CC1)C(C=1C=C(C(=O)NC(C)C2=NC=CN=C2C2=NC=C(C=N2)OCC(F)(F)F)C=C(C1)C(F)(F)F)(F)F 3-[cyclopropyl(difluoro)methyl]-N-[1-[3-[5-(2,2,2-trifluoroethoxy)pyrimidin-2-yl]pyrazin-2-yl]ethyl]-5-(trifluoromethyl)benzamide